FC1=C(C=CC(=C1)OC1=CC(=NC=C1)C1=C(C=CC=C1)F)NC1=NC=NC2=CC(=C(C=C12)NC1CCN(CC1)C(C=C)=O)OC 1-(4-((4-((2-fluoro-4-((2-(2-fluorophenyl)pyridin-4-yl)oxy)phenyl)amino)-7-methoxyquinazolin-6-yl)amino)piperidin-1-yl)prop-2-en-1-one